N-(tetrahydro-2H-pyran-2-yloxy)-1H-indole-6-carboxamide O1C(CCCC1)ONC(=O)C1=CC=C2C=CNC2=C1